(R)-2-(4-(4-(5-fluoroquinolin-6-ylamino)-5-(1-(oxetan-3-yl)ethoxy)quinazolin-7-yl)-1H-pyrazol-1-yl)-2-methylpropan-1-ol FC1=C2C=CC=NC2=CC=C1NC1=NC=NC2=CC(=CC(=C12)O[C@H](C)C1COC1)C=1C=NN(C1)C(CO)(C)C